N1C=CC=C2CC=CN=C12 1H,5h-naphthyridin